C(C1=CC=CC=C1)OC1=C(N(C=C(C1=O)C(NCC1=C(C=C(C=C1F)F)F)=O)N(C(OC(C)(C)C)=O)[C@H](CO)C=C)C(N[C@@H](C)C=C)=O Tert-butyl (3-(benzyloxy)-2-(((S)-but-3-en-2-yl)carbamoyl)-4-oxo-5-((2,4,6-trifluorobenzyl)carbamoyl)pyridin-1(4H)-yl)((S)-1-hydroxybut-3-en-2-yl)carbamate